C(C)(C)(C)C1=CC=C(C=C1)C(C(C)C)=O 1-(4-(tert-butyl)phenyl)-2-methylpropan-1-one